2,2',7,7'-tetrakis(diphenylamino)-9,9'-spirobifluorene C1(=CC=CC=C1)N(C1=CC=2C3(C4=CC(=CC=C4C2C=C1)N(C1=CC=CC=C1)C1=CC=CC=C1)C1=CC(=CC=C1C=1C=CC(=CC13)N(C1=CC=CC=C1)C1=CC=CC=C1)N(C1=CC=CC=C1)C1=CC=CC=C1)C1=CC=CC=C1